7-chloro-1,3-dimethyl-1H-pyrazolo[4,3-d]pyrimidine ClC=1C2=C(N=CN1)C(=NN2C)C